O1CC(CC1)OC1=C2CNCC2=CC=C1 4-((tetrahydrofuran-3-yl)oxy)isoindolin